BrC1=CC=C(C=C1)S1C=CC=2C(C=CC2)=C1 2-(4-bromophenyl)-5-benzothiophene